(2R,3R,4S,5R,6R)-3,4,5-tri(benzyloxy)-6-[(benzyloxy)methyl]-2-[4-chloro-3-(4-ethoxyphenoxy)phenyl]Oxane-2-ol C(C1=CC=CC=C1)O[C@H]1[C@@](O[C@@H]([C@H]([C@@H]1OCC1=CC=CC=C1)OCC1=CC=CC=C1)COCC1=CC=CC=C1)(O)C1=CC(=C(C=C1)Cl)OC1=CC=C(C=C1)OCC